COC(=O)C1CCNC(NCCOC(N(C1C=1SC=CC1)CC=1SC=CC1)=O)=O 3,8-dioxo-1-(2-thienyl)-2-(2-thienylmethyl)-4-oxa-2,7,9-triazacyclododecane-12-oic acid methyl ester